N-(benzo[b]thiophen-5-ylmethyl)-3-(2-(3-fluoro-4-methylphenyl)-2H-pyrazolo[3,4-d]pyrimidin-4-yl)tetrahydropyrimidine-1(2H)-carboxamide S1C2=C(C=C1)C=C(C=C2)CNC(=O)N2CN(CCC2)C=2C=1C(N=CN2)=NN(C1)C1=CC(=C(C=C1)C)F